C1(CC1)C=1C=C(C=C(C1)N1C(C2=CC(=CC=C2C1)CNCC1CC1)=O)C1=C(C=C(C=C1)C#N)C1=NN=CN1C 3'-cyclopropyl-5'-(6-{[(cyclopropylmethyl)amino]methyl}-1-oxo-3H-isoindol-2-yl)-2-(4-methyl-1,2,4-triazol-3-yl)-[1,1'-biphenyl]-4-carbonitrile